C(C1=CC=C(C(=O)[O-])C=C1)(=O)OCCCCO mono(4-hydroxybutyl) terephthalate